C(C1=CC=CC=C1)N(C(C#N)C#N)C1=CC=CC=C1 2-(benzyl-(phenyl)amino)malononitrile